5-(furan-2-yl)-1,3,4-thiadiazol-2-amine O1C(=CC=C1)C1=NN=C(S1)N